(2S,4r)-1-[(2S)-2-(4-cyclopropyl-triazol-1-yl)-3,3-dimethyl-butyryl]-N-[(1S)-1-[3-[2-(dimethylamino)ethoxy]phenyl]ethyl]-4-hydroxy-pyrrolidine-2-carboxamide C1(CC1)C=1N=NN(C1)[C@H](C(=O)N1[C@@H](C[C@H](C1)O)C(=O)N[C@@H](C)C1=CC(=CC=C1)OCCN(C)C)C(C)(C)C